C(C)(C)OC1=CN=CC(=N1)NC1=C(C=NN1C)C1=CC=C(C=N1)C1=CC=C(C=C1)C1(CC1)C(=O)O 1-[4-[6-[5-[(6-isopropoxypyrazin-2-yl)amino]-1-methyl-pyrazol-4-yl]-3-pyridinyl]phenyl]cyclopropanecarboxylic acid